C(C)(=O)N1CC2=C(CC1)N(N=C2N2CCCC1=CC(=C(C=C21)C(F)F)C=2C=NN(C2)C)C2CN(C2)C(CN2CCNCC2)=O 1-[3-[5-acetyl-3-[7-(difluoromethyl)-6-(1-methylpyrazol-4-yl)-3,4-dihydro-2H-quinolin-1-yl]-6,7-dihydro-4H-pyrazolo[4,3-c]pyridin-1-yl]azetidin-1-yl]-2-piperazin-1-yl-ethanone